dihexyl-diazabicyclooctane bromine salt [Br].C(CCCCC)C1N(N(CCCCC1)C1CCCCCCC1)CCCCCC